ClC1=NN(C=C1CN1CCC2(CC1)COC1=C3CN(C(C3=CC=C12)=O)C1C(NC(CC1)=O)=O)C 3-(1'-((3-chloro-1-methyl-1H-pyrazol-4-yl)methyl)-6-oxo-6,8-dihydro-2H,7H-spiro[furo[2,3-e]isoindole-3,4'-piperidin]-7-yl)piperidine-2,6-dione